sodium methyl palmitate C(CCCCCCCCCCCCCCC)(=O)OC.[Na]